ClC1=CC=C(C(=O)C2=C3N(C=4C=C(C=C(C24)F)[N+](=O)[O-])CCCN3)C=C1 10-(4-chlorobenzoyl)-9-fluoro-7-nitro-1,2,3,4-tetrahydropyrimido[1,2-a]indole